(±)-2-[4-[3-[(4,5-dichloro-1-methyl-indole-2-carbonyl)amino]oxetan-3-yl]phenyl]propanoic acid ClC1=C2C=C(N(C2=CC=C1Cl)C)C(=O)NC1(COC1)C1=CC=C(C=C1)[C@H](C(=O)O)C |r|